Cl.FC=1C=C(C=CC1)[C@H](CNC(CC1CCN(CC1)S(=O)(=O)C)(C)C)O (R)-1-(3-Fluorophenyl)-2-((2-methyl-1-(1-(methylsulfonyl)piperidin-4-yl)propan-2-yl)amino)ethan-1-ol hydrochloride